O[C@@H]1C[C@H](N(C1)C(=O)[C@H](C(C)C)C1=CC(=NO1)OC1CCN(CC1)C(=O)OC(C)(C)C)C(N[C@@H](C)C1=CC=C(C=C1)C1=C(N=CS1)C)=O Tert-butyl 4-[5-[(1R)-1-[(2S,4R)-4-hydroxy-2-[[(1S)-1-[4-(4-methylthiazol-5-yl) phenyl]ethyl]carbamoyl]pyrrolidine-1-carbonyl]-2-methyl-propyl]isoxazol-3-yl]oxypiperidine-1-carboxylate